2,2'-(1,4-phenylene)bis[1H-benzimidazole-4,5-disulfonic acid], disodium salt [Na+].[Na+].C1(=CC=C(C=C1)C1=NC=2C(N1)=CC=C(C2S(=O)(=O)O)S(=O)(=O)O)C2=NC=1C(N2)=CC=C(C1S(=O)(=O)[O-])S(=O)(=O)[O-]